5-Bromo-3-(5-(3-hydroxyazetidin-1-yl)pyridin-2-ylamino)-1-methylpyridin-2(1H)-one BrC=1C=C(C(N(C1)C)=O)NC1=NC=C(C=C1)N1CC(C1)O